NC1C(C(CCC1CCCCCCCCCCCCCCC)N)O 2,6-diamino-3-n-pentadecanyl-cyclohexanol